tert-butyl (R)-3-amino-8-methyl-7,8-dihydro-1,6-naphthyridine-6(5H)-carboxylate NC=1C=NC=2[C@@H](CN(CC2C1)C(=O)OC(C)(C)C)C